C(C)N1CCC2(CN(CCO2)C2=C(C(=CC=C2\C=C(\C=2N=C(SC2)C2=CN=NC=C2)/F)OC2=CC=CC=C2)C(F)(F)F)CC1 (Z)-9-Ethyl-4-(6-(2-fluoro-2-(2-(pyridazin-4-yl)thiazol-4-yl)vinyl)-3-phenoxy-2-(trifluoromethyl)phenyl)-1-oxa-4,9-diazaspiro[5.5]undecane